1-(n-propyl)piperazine tert-Butyl-(3-fluoro-2-methyl-4-(4,4,5,5-tetramethyl-1,3,2-dioxaborolan-2-yl)benzyl)carbamate C(C)(C)(C)N(C(O)=O)CC1=C(C(=C(C=C1)B1OC(C(O1)(C)C)(C)C)F)C.C(CC)N1CCNCC1